2-amino-1-(2-(3,4-difluorophenyl)-8,8-dimethyl-3-((4-(trifluoromethyl)pyrimidin-2-yl)amino)-5,6-dihydroimidazo[1,2-a]pyrazin-7(8H)-yl)ethan-1-one NCC(=O)N1C(C=2N(CC1)C(=C(N2)C2=CC(=C(C=C2)F)F)NC2=NC=CC(=N2)C(F)(F)F)(C)C